N-ethyl-4-fluoro-2-methyl-benzamide C(C)NC(C1=C(C=C(C=C1)F)C)=O